5-methyl-1-(4-((3'-(5-methyl-1,3,4-oxadiazol-2-yl)-[1,1'-biphenyl]-4-yl)methyl)phenyl)-1H-pyrazole-3-carboxamide CC1=CC(=NN1C1=CC=C(C=C1)CC1=CC=C(C=C1)C1=CC(=CC=C1)C=1OC(=NN1)C)C(=O)N